ortho-hydroxy-phenyl-acetic acid OC1=C(C=CC=C1)CC(=O)O